C(C)OC[C@@H](CC)N (2R)-1-ethoxybutane-2-amine